OC1C(OC=C1O)=O 3,4-dihydroxyfuran-2-one